C1(=CC=CC=C1)N1P(N(P(=NP1)(C1=CC=CC=C1)C1=CC=CC=C1)C1=CC=CC=C1)(C1=CC=CC=C1)(C1=CC=CC=C1)C1=CC=CC=C1 heptaphenyl-cyclotriphosphazene